C(#N)C1=NN(C=C1)C1=CC=C(C(=C1CNC(=O)C=1C(=NN(C1)CC=1C=C2CCN(CC2=CC1)CC)COC)F)OC N-{[6-(3-cyanopyrazol-1-yl)-2-fluoro-3-methoxyphenyl]methyl}-1-[(2-ethyl-3,4-dihydro-1H-isoquinolin-6-yl)methyl]-3-(methoxymethyl)pyrazole-4-carboxamide